1-(Triethoxysilylmethyl)benzo[d]-1,2,3-triazol C(C)O[Si](OCC)(OCC)CN1N=NC2=C1C=CC=C2